BrC=1C=C2C(=CN(C2=CC1)CC(=O)NNC(NCCCC)=S)C1=N[C@H]([C@@H](NC1=O)C1=CC=CC=C1)C1=CC=CC=C1 2-(2-(5-bromo-3-((5S,6S)-3-oxo-5,6-diphenyl-3,4,5,6-tetrahydropyrazin-2-yl)-1H-indol-1-yl)acetyl)-N-butylhydrazine-1-carbothioic acid amide